O[C@H](C(=O)N1[C@@H]([C@H]2C([C@H]2C1)(C)C)C(=O)N[C@@H](C[C@H]1C(NCC1)=O)C(COC(F)(F)F)=O)C(C)(C)C (1R,2S,5S)-3-((S)-2-hydroxy-3,3-dimethylbutanoyl)-6,6-dimethyl-N-((S)-3-oxo-1-((S)-2-oxopyrrolidin-3-yl)-4-(trifluoromethoxy)butan-2-yl)-3-azabicyclo-[3.1.0]hexane-2-carboxamide